tert-butyl 3-(2-(4-amino-6-oxo-6,7-dihydrothieno[2,3-b]pyridin-5-yl)-3H-imidazo[4,5-b]pyridin-5-yl)-8-azabicyclo[3.2.1]octane-8-carboxylate NC=1C2=C(NC(C1C1=NC=3C(=NC(=CC3)C3CC4CCC(C3)N4C(=O)OC(C)(C)C)N1)=O)SC=C2